2-bromoacetic anhydride BrCC(=O)OC(CBr)=O